COC(CCCCCCC\C=C/C[C@H](CCCCCC)OC1=C(C=C(C=C1)C=O)OCC)=O.C(C(=C[2H])[2H])OCC1OC1 2-(((allyl-2,3-d2)oxy)methyl)oxirane methyl-(S,Z)-12-(2-ethoxy-4-formylphenoxy)octadec-9-enoate